C(C1CO1)OCCC[Si](OC)(OC)C Glycidoxypropylmethyl-dimethoxysilan